N-[2,8-dimethylimidazo[1,2-b]pyridazin-6-yl]-4-(piperidin-4-yl)cinnoline-8-carboxamide CC=1N=C2N(N=C(C=C2C)NC(=O)C=2C=CC=C3C(=CN=NC23)C2CCNCC2)C1